FC1=CC=C(C=N1)CN1N=CC(=C1)CNC1=NC=2N[C@H](C(N(C2C(=N1)C)C)=O)C (7S)-2-(((1-((6-fluoropyridin-3-yl)methyl)-1H-pyrazol-4-yl)methyl)amino)-4,5,7-trimethyl-7,8-dihydropteridin-6(5H)-one